C(C)OC1=CC=C(C=C1)N1C(C(=NC2=CC=CC=C12)C(=O)O)=O 1-(4-ethoxyphenyl)-2-oxo-1,2-dihydroquinoxaline-3-carboxylic acid